C(C)N1C(NC2=CC(=CC=C2C1=O)CN1CCN(CC1)C1=C(C=C(C(=O)NC)C=C1)F)=O 4-(4-((3-ethyl-2,4-dioxo-1,2,3,4-tetrahydroquinazolin-7-yl)methyl)piperazin-1-yl)-3-fluoro-N-methylbenzamide